3-bromo-2-chloro-6-(trifluoromethoxy)aniline BrC=1C(=C(N)C(=CC1)OC(F)(F)F)Cl